5-methyl-10-(4-ethylbenzyl)-phenazine CN1C=2C=CC=CC2N(C2=CC=CC=C12)CC1=CC=C(C=C1)CC